(2-Dimethylamino-ethyl)-methyl-carbamic acid 6-oxo-1-propyl-8-[1-(3-trifluoromethyl-benzyl)-1H-pyrazol-4-yl]-1,6-dihydro-purin-7-ylmethyl ester O=C1C=2N(C(=NC2N=CN1CCC)C=1C=NN(C1)CC1=CC(=CC=C1)C(F)(F)F)COC(N(C)CCN(C)C)=O